O[C@@H]1[C@H]([C@H](CC1)C1=CC(=C(C=C1/C=C/C(=O)N)O)O)C1=CC(=C(C=C1/C=C/C(=O)N)O)O (1S,2R,3S)-3-hydroxycyclopentane-1,2-dicaffeamide